CO[Si](CCCNCCNC(=NC(C)C)NC(C)C)(OC)OC 1-(N-(3-trimethoxysilylpropyl)-2-aminoethyl)-2,3-diisopropylguanidine